FC1=CC=CC=2N=C(OC21)[C@H]2N(CCC1=C2N=CN1)C(=O)C1=C(N=C(O1)C1=NC=CC=C1)C(F)(F)F (S)-(4-(7-fluorobenzo[d]oxazol-2-yl)-6,7-dihydro-1H-imidazo[4,5-c]pyridin-5(4H)-yl)(2-(pyridin-2-yl)-4-(trifluoromethyl)oxazol-5-yl)methanone